8-(benzyloxy)-1-octanol C(C1=CC=CC=C1)OCCCCCCCCO